(2,4,5-trifluorophenyl)-3-carbonylbutanoate FC1=C(C=C(C(=C1)F)F)OC(CC(C)=C=O)=O